C(C)(C)(C)OC(=O)N1C[C@@H]2COC3=C(CN2CC1)C=C(C(=C3Cl)Br)CO (12aR)-9-bromo-10-chloro-8-(hydroxymethyl)-3,4,12,12a-tetrahydro-6H-pyrazino[2,1-c][1,4]benzooxazepine-2(1H)-carboxylic acid tert-butyl ester